BrC=1C(=C(N)C(=CC1Cl)F)I 3-bromo-4-chloro-6-fluoro-2-iodoaniline